1-(7-cyclobutylpyrazolo[1,5-a]pyrimidin-6-yl)-3-[6-[5-[5-[4-[2-(2,6-dioxo-3-piperidyl)-1-oxo-isoindolin-5-yl]piperazin-1-yl]pentyl]-1,2,4-oxadiazol-3-yl]-5-methyl-3-pyridyl]urea C1(CCC1)C1=C(C=NC=2N1N=CC2)NC(=O)NC=2C=NC(=C(C2)C)C2=NOC(=N2)CCCCCN2CCN(CC2)C=2C=C1CN(C(C1=CC2)=O)C2C(NC(CC2)=O)=O